Molybdenum-cadmium [Cd].[Mo]